1-((1R)-1-(5-(2-(2,2-difluorocyclopropyl)-4-fluorophenyl)pyridin-2-yl)-2-hydroxyethyl)-3-(5-ethynyl-1,3,4-thiadiazol-2-yl)-1-methylurea FC1(C(C1)C1=C(C=CC(=C1)F)C=1C=CC(=NC1)[C@H](CO)N(C(=O)NC=1SC(=NN1)C#C)C)F